ClC1=CC=C(C=C1)NC=1C=C(C=CC1[C@@H](C(F)(F)F)OCC)[C@@H](CC(=O)O)CC (R)-3-(3-((4-chlorophenyl)amino)-4-((S)-1-ethoxy-2,2,2-trifluoroethyl)phenyl)pentanoic acid